FC(CN1N=CC2=CC=C(C=C12)[C@@H]1[C@H](C1)C=1C=2N(N=C(C1)C=1C(NC(NC1)=O)=O)C=CN2)(F)F 5-(8-((1S,2S)-2-(1-(2,2,2-trifluoroethyl)-1H-indazol-6-yl)cyclopropyl)imidazo[1,2-b]pyridazin-6-yl)pyrimidine-2,4(1H,3H)-dione